N-((S)-4-Methyl-5-oxo-5,6,7,8-tetrahydro-4H-pyrazolo[1,5-a][1,3]diazepin-6-yl)-5-phenyl-5,6-dihydro-4H-pyrrolo[1,2-c][1,2,3]triazol-3-carboxamid CN1C=2N(CC[C@@H](C1=O)NC(=O)C1=C3N(N=N1)CC(C3)C3=CC=CC=C3)N=CC2